FC1(CCN(CC1)C=1C=C(C=C(C1)C)NC1=NC=NC2=CC(=CC(=C12)N1CCC2(CC2)CC1)NS(=O)(=O)CCO)F N-(4-((3-(4,4-Difluoropiperidin-1-yl)-5-methylphenyl)amino)-5-(6-azaspiro[2.5]octan-6-yl)quinazolin-7-yl)-2-hydroxy-ethane-1-sulfonamide